C(C)N(C(=O)C=1C(N(C2=CC=CC=C2C1O)C)=O)C1=CC=CC=C1 N-ethyl-4-hydroxy-1-methyl-2-oxo-N-phenyl-1,2-dihydroquinoline-3-carboxamide